(Z)-4-(2-(5-methyl-4,5,6,7-tetrahydrothiazolo[4,5-c]pyridin-2-yl)hydrazineylidene)-5-phenyl-2-(4-phenylthiazol-2-yl)-2,4-dihydro-3H-pyrazol-3-one CN1CC2=C(CC1)SC(=N2)N\N=C\2/C(N(N=C2C2=CC=CC=C2)C=2SC=C(N2)C2=CC=CC=C2)=O